C(C)(C)(C)OC(=O)NC[C@H](C(F)(F)F)NCC=1C=CC2=C(N=C(O2)[C@H](C(C2CC2)C2CC2)NC(OCC2=CC=CC=C2)=O)C1 Benzyl ((S)-1-(5-((((R)-3-((tert-butoxycarbonyl)amino)-1,1,1-trifluoropropan-2-yl)amino)methyl)benzo[d]oxazol-2-yl)-2,2-dicyclopropylethyl)carbamate